5-(6-fluoro-2-(((3R,4S)-3-fluoro-1-(oxetan-3-yl)piperidin-4-yl)amino)-4-methoxypyrrolo[2,1-f][1,2,4]triazin-5-yl)-N-isopropylpyrazolo[1,5-a]pyridine-3-carboxamide FC=1C(=C2C(=NC(=NN2C1)N[C@@H]1[C@@H](CN(CC1)C1COC1)F)OC)C1=CC=2N(C=C1)N=CC2C(=O)NC(C)C